BrC=1C=C2C(=NN(C(C2=CC1)=O)CC(=O)NC1CC(C1)(C)O)OC1CC2(C(C2)(F)F)C1 2-[6-bromo-4-(cis-2,2-difluorospiro[2.3]hexan-5-yl)oxy-1-oxophthalazin-2-yl]-N-(3-hydroxy-3-methylcyclobutyl)acetamide